CN([C@@H](/C=C/C(=O)N1CC2=C([C@@H](C1)C1=C(C=CC=C1)C=1C(=NN(C1)CC)C(F)(F)F)C=C(S2)C#N)C)C (S)-6-((R,E)-4-(dimethylamino)pent-2-enoyl)-4-(2-(1-ethyl-3-(trifluoromethyl)-1H-pyrazol-4-yl)phenyl)-4,5,6,7-tetrahydrothieno[2,3-c]pyridine-2-carbonitrile